C(#N)C1=CC=2NC(=CC2S1)C(=O)N(C)[C@@H]1COCC=2NC(C=3C=C(C(=CC3C21)F)F)=O (S)-2-Cyano-N-(8,9-difluoro-6-oxo-1,4,5,6-tetrahydro-2H-pyrano[3,4-c]isoquinolin-1-yl)-N-methyl-4H-thieno[3,2-b]pyrrole-5-carboxamide